1-(((5s,7s)-3-((5-fluoropyridin-2-yl)methyl)-7-methyl-2-oxo-1-oxa-3-azaspiro[4.5]decan-7-yl)methyl)-1H-benzo[d]imidazole-6-carbonitrile FC=1C=CC(=NC1)CN1C(O[C@]2(C1)C[C@@](CCC2)(C)CN2C=NC1=C2C=C(C=C1)C#N)=O